C(CCC)SC1=C(C(=C(CCNC(OC(C)(C)C)=O)C=C1OC)C)OC tert-butyl (4-(butylthio)-3,5-dimethoxy-2-methylphenethyl)carbamate